[1-(chloromethyl)-2-(3-trimethoxysilylpropoxy)ethyl]carbonyl chloride ClCC(COCCC[Si](OC)(OC)OC)C(=O)Cl